methylbicyclo[2.2.1]hept-5-ene CC12CCC(C=C1)C2